ClC=1C=C(C=2CCC(C2C1)O)S(=O)(=O)NC1=C(C(=C(C=C1)F)C=1C=C2C=NC(=NC2=CC1)NC1CCN(CC1)CCOC)F 6-chloro-N-(2,4-difluoro-3-(2-((1-(2-methoxyethyl)piperidin-4-yl)amino)quinazolin-6-yl)phenyl)-1-hydroxy-2,3-dihydro-1H-indene-4-sulfonamide